C1(=CC=C(C=C1)CN1C=C2N(C(N(C(C2=C1C(=O)N1OC[C@@](C1)(C)O)=O)C)=O)CC(C)C)C1=CC=CC=C1 (S)-6-([1,1'-biphenyl]-4-ylmethyl)-5-(4-hydroxy-4-methyl-isoxazolidine-2-carbonyl)-1-isobutyl-3-methyl-1,6-dihydro-2H-pyrrolo[3,4-d]pyrimidine-2,4(3H)-dione